(6S)-N-(2-Amino-4-(4-(trifluoromethyl)phenethyl)phenyl)-6,7-difluoroheptanamid NC1=C(C=CC(=C1)CCC1=CC=C(C=C1)C(F)(F)F)NC(CCCC[C@@H](CF)F)=O